(E)-3-[4-[2-Hydroxy-3-(2-methylpropylamino)propoxy]phenyl]-1-phenylprop-2-en-1-one OC(COC1=CC=C(C=C1)/C=C/C(=O)C1=CC=CC=C1)CNCC(C)C